O1C=CC2=C1C=CC(=C2)C2=C1C=C(C(=CC1=CC1=C2C(OC1)=O)OC)OC 9-(benzofuran-5-yl)-6,7-dimethoxynaphtho[2,3-c]furan-1(3H)-one